FC(ON1N=C2N=CC=CC2=C1)F (difluoromethoxy)-2H-pyrazolo[3,4-b]pyridine